FC=1C=C2C(=NNC2=CC1OCCOC)C1=CC(=NO1)C1=NC=C(C=C1)C(=O)N1CC(C1)F 5-Fluoro-3-{3-[5-(3-fluoroazetidine-1-carbonyl)pyridin-2-yl]-1,2-oxazol-5-yl}-6-(2-methoxyethoxy)-1H-indazole